[Br-].CN1CCN(CC1)CC1=NC(=CC=C1)CN1CCN(CC1)C (2,6-bis((4-methylpiperazin-1-yl)methyl)pyridin) bromid